n-butyl-piperidinamine C(CCC)C1N(CCCC1)N